FC(OC1=CC(=NN1)NC1=NC(=CN=C1)O[C@H]1[C@H](CNCCC1)F)F N-(5-(difluoromethoxy)-1H-pyrazol-3-yl)-6-(((3S,4R)-3-fluoroazepan-4-yl)oxy)pyrazin-2-amine